SCC(=O)NCC1CCC(CC1)C(=O)N 4-((2-mercapto-acetamido)methyl)cyclohexane-1-carboxamide